1-(3-(5-amino-1-(tert-butyl)-1H-pyrazol-3-yl)cyclopentyl)-3-isopropylurea NC1=CC(=NN1C(C)(C)C)C1CC(CC1)NC(=O)NC(C)C